2-[1-(3-Bromo-2,4-difluorophenyl)-N-[(2,4-dimethoxyphenyl)methyl]formamido]-N-tert-butyl-2-[2-(difluoromethyl)-5-fluorophenyl]acetamide BrC=1C(=C(C=CC1F)C(=O)N(CC1=C(C=C(C=C1)OC)OC)C(C(=O)NC(C)(C)C)C1=C(C=CC(=C1)F)C(F)F)F